2-(1,4,7,10-tetraazacyclododecan-1-yl)propionic acid tert-butyl ester C(C)(C)(C)OC(C(C)N1CCNCCNCCNCC1)=O